C(CCOCCCCOCCCN)N 4,9-Dioxadodecan-1,12-diamin